C(C1=CC=CC=C1)NC1=NN=C(C2=CC=CC=C12)C1=CC=C(C=C1)CC N-benzyl-4-(4-ethyl-phenyl)phthalazine-1-amine